3-(4-((2-cyclopropylethyl)((1r,4r)-4-(((3,3,3-trifluoropropyl)amino)methyl)cyclohexyl)amino)-1-oxoisoindolin-2-yl)piperidine-2,6-dione C1(CC1)CCN(C1=C2CN(C(C2=CC=C1)=O)C1C(NC(CC1)=O)=O)C1CCC(CC1)CNCCC(F)(F)F